1-methyl-4-{4-[5-(2-methylphenyl)-1,3,4-oxadiazol-2-yl]piperidin-1-yl}-7-{[(3R)-oxan-3-yl]oxy}-2-oxo-1,2-dihydroquinoline-3-carboxamide CN1C(C(=C(C2=CC=C(C=C12)O[C@H]1COCCC1)N1CCC(CC1)C=1OC(=NN1)C1=C(C=CC=C1)C)C(=O)N)=O